CC=1C(=C(C(=O)C2=CC=C(C=C2)C(C2=C(C(=CC=C2)C)C)=O)C=CC1)C p-di(dimethyl-benzoyl)benzene